COC(=O)[C@H]1N(CC1)C(=O)OCC1=CC=CC=C1 (S)-azetidine-1,2-dicarboxylic acid 1-benzyl 2-methyl ester